tris[4-(dimethylamino)phenyl]methane CN(C1=CC=C(C=C1)C(C1=CC=C(C=C1)N(C)C)C1=CC=C(C=C1)N(C)C)C